C(CCCCCCCCCCCCC)OC1=C(C=C(C(=O)OC(C)C)C=C1)OC Isopropyl 4-tetradecyloxy-3-methoxybenzoate